C(C)OC1=NC=CC=C1C1=NC=2C(NCC3(CCN(CC3)C3=NC=CC(=C3C(F)(F)F)OC)C2C=C1)=O 2-(2-ethoxypyridin-3-yl)-1'-[4-methoxy-3-(trifluoromethyl)pyridin-2-yl]spiro[6,7-dihydro-1,7-naphthyridine-5,4'-piperidine]-8-one